NC1=CC=2C(N3[C@@H](COC2N=C1)[C@@H](CC3)O)=O (9R,9aS)-3-amino-9-hydroxy-8,9,9a,10-tetrahydro-5H,7H-pyrido[3,2-f]pyrrolo[2,1-c][1,4]oxazepin-5-one